N'-(7-{[1-(2,4-difluorophenyl)-1H-1,2,3-triazol-4-yl]methyl}-5-(6-methoxypyridin-3-yl)-6-methyl-7H-pyrrolo[2,3-d]pyrimidin-4-yl)-N,N-dimethyl-formimidamide FC1=C(C=CC(=C1)F)N1N=NC(=C1)CN1C(=C(C2=C1N=CN=C2N=CN(C)C)C=2C=NC(=CC2)OC)C